CN1C=2C=NN(C2C=2N=CC=C(CCCCCC1=O)C2)C 9E-dimethyl-3,4,7,17-tetraazatricyclo[12.3.1.02,6]Octadeca-1(18),2(6),4,14,16-pentaen-8-one